ClC=1C(=C(CN2C3=NC(=NC(=C3N=C2)NCC=2C=NC=CC2)S(=O)(=O)C)C(=CC1)F)F 9-(3-chloro-2,6-difluorobenzyl)-2-(methylsulfonyl)-N-(pyridin-3-ylmethyl)-9H-purin-6-amine